(3-chloro-5-fluoro-4-hydroxyphenyl)(2-cyclopropyl-1-methyl-1H-pyrrolo[2,3-c]pyridin-3-yl)methanone ClC=1C=C(C=C(C1O)F)C(=O)C1=C(N(C2=CN=CC=C21)C)C2CC2